1,2,4-Trimethylbenzen CC1=C(C=C(C=C1)C)C